FC(C(=O)O)(F)F.OC=1C=C2C=C(C(OC2=CC1O)=O)C1=COC2=CC(=C(C(=C2C1=O)C(=O)OCC=1N=NN(C1)CC(=O)N[C@@H](CCCNC(N)=N)C(=O)O)O)O N2-{[4-({[(6,6',7,7'-Tetrahydroxy-2,4'-dioxo-2H,4'H-3,3'-bichromen-5'-yl)carbonyl]oxy}methyl)-1H-1,2,3-triazol-1-yl]acetyl}-L-arginine trifluoroacetate